[Te]1C(=CC=C1)C=1[Te]C=CC1 bitellurophene